trans-1-Boc-4-fluoro-L-proline C(=O)(OC(C)(C)C)N1[C@@H](C[C@H](C1)F)C(=O)O